(3R,5S)-tert-Butyl 3-amino-5-((tert-butyldimethylsilyl)oxy)piperidine-1-carboxylate N[C@H]1CN(C[C@H](C1)O[Si](C)(C)C(C)(C)C)C(=O)OC(C)(C)C